NC1=CC(=C(C=C1)C(=O)N1CC(C1)O[Si](C)(C)C(C)(C)C)Cl (4-AMINO-2-CHLOROPHENYL)(3-((TERT-BUTYLDIMETHYLSILYL)OXY)AZETIDIN-1-YL)METHANONE